2,6-diisopropylbenzoquinone C(C)(C)C=1C(C(=CC(C1)=O)C(C)C)=O